N1CC(C1)N1CC(C(CC1)N1CCC(CC1)N1N=C(C=2C1=NC=NC2N)C2=CC=C(C=C2)OC2=CC=CC=C2)F trans-1-(1'-(azetidin-3-yl)-3'-fluoro-[1,4'-bipiperidin]-4-yl)-3-(4-phenoxyphenyl)-1H-pyrazolo[3,4-d]pyrimidin-4-amine